C(CCCCC)C=1C(=C(SC1)C=1SC=CC1C=1SC=CC1C=1SC=CC1)CCCCCC dihexyl-quaterthiophene